C(CCCCCCCCCCC)C1=C(C=CC=C1)S(=O)(=O)[O-] 2-dodecylbenzenesulphonate